N-Methylglycin CNCC(=O)O